CN(C1CCN(CC1)C1=CC=CC(=N1)C#N)C 6-[4-(dimethylamino)piperidin-1-yl]pyridine-2-carbonitrile